C(CCC(=O)O)CCN e-Aminocaproic acid